NC1=NN(C2=CC=C(C=C12)C=1N=C2N(C(C1)=O)C=C(C=C2C(C)NC2=C(C(=O)OC(C)(C)C)C=CC=C2)C)C tert-butyl 2-((1-(2-(3-amino-1-methyl-1H-indazol-5-yl)-7-methyl-4-oxo-4H-pyrido[1,2-a]pyrimidin-9-yl)ethyl)amino)benzoate